Dimethyl(2-methacryloyloxyethyl)(sulfonatomethyl)aminium C[N+](CS(=O)(=O)[O-])(CCOC(C(=C)C)=O)C